[Ca].[Ti] Titanium-calcium